FC1=C(C(=CC=C1F)F)C1=CCC2(OCCO2)CC1 8-(2,3,6-trifluorophenyl)-1,4-dioxaspiro[4.5]dec-7-ene